N-(4-(3-(1-acryloylpiperidin-3-yl)pyridin-4-yl)-2-methylbenzyl)-1-(tert-butyl)-1H-1,2,3-triazole-4-carboxamide C(C=C)(=O)N1CC(CCC1)C=1C=NC=CC1C1=CC(=C(CNC(=O)C=2N=NN(C2)C(C)(C)C)C=C1)C